ClC=1C=C(C=CC1)C1CC(C1)N1N=C2N(C1=O)C(CC2)C2=NC=CN=C2 2-(3-(3-chlorophenyl)cyclobutyl)-5-(pyrazin-2-yl)-2,5,6,7-tetrahydro-3H-pyrrolo[2,1-c][1,2,4]triazol-3-one